ClC1=C(CN2C(N([C@H](C3=CC=C(C=C23)C(=O)O)C)C)=O)C(=CC=C1)F (S)-1-(2-chloro-6-fluorobenzyl)-3,4-dimethyl-2-oxo-1,2,3,4-tetrahydroquinazoline-7-carboxylic acid